4-chloro-2-(pyrimidin-2-yl)-6,7-dihydro-5H-cyclopenta[d]pyrimidine ClC=1C2=C(N=C(N1)C1=NC=CC=N1)CCC2